2-(dimethylamino)-1-(4-fluorophenyl)-6-oxopyrimidine-5-carboxamide CN(C=1N(C(C(=CN1)C(=O)N)=O)C1=CC=C(C=C1)F)C